(S)-3-(5-(2,6-dichloro-4-fluorophenyl)quinolin-8-yl)-2-(2,6-difluorobenzoylamino)propionic acid ClC1=C(C(=CC(=C1)F)Cl)C1=C2C=CC=NC2=C(C=C1)C[C@@H](C(=O)O)NC(C1=C(C=CC=C1F)F)=O